[N+](=O)([O-])C=1C=CS(C1)OC1=C(C=CC=C1)O ((4-nitrothiophen-1-yl)oxy)phenol